3-[6-[(E)-but-2-enyl]-7-oxo-1H-pyrrolo[2,3-c]pyridin-4-yl]-N-cyclopropyl-4-methoxy-benzamide C(\C=C\C)N1C(C2=C(C(=C1)C=1C=C(C(=O)NC3CC3)C=CC1OC)C=CN2)=O